ClC1=CC(=CC(=N1)N=C1S(CCCCCC1)(=O)(C)C)C(C)(C)F ((6-chloro-4-(2-fluoropropane-2-yl)pyridin-2-yl)imino)dimethyl-λ6-thiocanone